4-amino-1-(2-chloro-3-pyridyl)-7-(trifluoromethoxy)quinazolin-2-one NC1=NC(N(C2=CC(=CC=C12)OC(F)(F)F)C=1C(=NC=CC1)Cl)=O